6,10-dimethyl-2-methylen-undec-5,9-dienol CC(=CCCC(CO)=C)CCC=C(C)C